ClC=1C=C(C=C(C1)Cl)C1=CC(=C(C(=N1)OC=1C(=NC(=NC1)N1CCN(CC1)C)C)F)CN1CCC(CC1)CC(=O)O 2-(1-((6-(3,5-dichlorophenyl)-3-fluoro-2-((4-methyl-2-(4-methyl-piperazin-1-yl)pyrimidin-5-yl)oxy)pyridin-4-yl)methyl)piperidin-4-yl)acetic acid